7-(trifluoromethyl)-4H-spiro[benzo[d][1,3]dioxine-2,1'-cyclohexane]-4-one FC(C=1C=CC2=C(OC3(CCCCC3)OC2=O)C1)(F)F